OC1=C(C(N(C2=NC=CC=C12)CCN1CCOCC1)=O)C(=O)NC1CC2(C1)CCC2 4-hydroxy-2-oxo-1-(2-morpholinylethyl)-N-(spiro[3.3]hept-2-yl)-1,2-dihydro-1,8-naphthyridine-3-carboxamide